C(C)(C)OC=1C=C2C(=NN(C2=CC1)C(C1=CC=CC=C1)(C1=CC=CC=C1)C1=CC=CC=C1)C=1C=C(C(N(N1)C)=O)N1CCOCC1 6-(5-isopropoxy-1-trityl-1H-indazol-3-yl)-2-methyl-4-morpholinopyridazin-3(2H)-one